ethyl-4-hydroxy-5-oxo-1-[(±)-tetrahydrofuran-3-yl]-2,5-dihydro-1H-pyrrole C(C)C1N(C(C(=C1)O)=O)[C@H]1COCC1 |r|